(E)-3-benzyl-5-(4-methoxystyryl)pyrazin-2-amine C(C1=CC=CC=C1)C=1C(=NC=C(N1)\C=C\C1=CC=C(C=C1)OC)N